FC=1C=C(C=CC1CC#N)C1=CC=CC=C1 3-fluoro-[1,1'-biphenyl]-4-acetonitrile